CC1=C(C(=NO1)C=1C=NC(=CC1)C)COC=1C=C2CCN(CC2=CN1)C(=O)OC(C)(C)C tert-butyl 6-{[5-methyl-3-(6-methylpyridin-3-yl)-1,2-oxazol-4-yl] methoxy}-1,2,3,4-tetrahydro-2,7-naphthyridine-2-carboxylate